FS(=O)(=O)SS(=O)(=O)F.[Li] lithium fluorosulfonyl sulfide